ClC=1C=CC(=C(C1)NS(=O)(=O)C=1C=C(C(=O)OC)C=CC1CC)N1CC(CCC1)(F)F methyl 3-(N-(5-chloro-2-(3,3-difluoropiperidin-1-yl) phenyl) sulfamoyl)-4-ethylbenzoate